C12COCC(N1C=1SC3=C(N1)C=CC(=C3C(=O)NC3=C(C(=CC=C3)F)C(NC3=CC1=C(OC(O1)(F)F)C=C3)=O)OC)C2 2-(3-Oxa-6-azabicyclo[3.1.1]heptan-6-yl)-N-(2-((2,2-difluorobenzo[d][1,3]dioxol-5-yl)carbamoyl)-3-fluorophenyl)-6-methoxybenzo[d]thiazole-7-carboxamide